O[C@H](CN(C(C#CC1=CC(=C(C=C1)C1=CC=CC=C1)C=O)=O)C1=CC=CC=C1)CO N-[(2R)-2,3-dihydroxypropyl]-3-(2-formyl[1,1'-biphenyl]-4-yl)-N-phenylprop-2-ynamide